CC12OC(CC(CCC1)O2)C 1,3-Dimethyl-2,9-dioxabicyclo[3.3.1]nonane